2-(2,6-dioxopiperidin-3-yl)-4-fluoro-5-((4-(6-(6-((R)-2-(3-fluorophenyl)pyrrolidine-1-yl)imidazo[1,2-b]pyridazin-3-yl)pyridin-2-yl)piperazin-1-yl)methyl)isoindoline-1,3-dione O=C1NC(CCC1N1C(C2=CC=C(C(=C2C1=O)F)CN1CCN(CC1)C1=NC(=CC=C1)C1=CN=C2N1N=C(C=C2)N2[C@H](CCC2)C2=CC(=CC=C2)F)=O)=O